ClC1=CC=C(OC2=CC=C(C=C2)NC(N(C)C)=O)C=C1 3-(p-(p-chlorophenoxy)phenyl)1,1-dimethyl-urea